N(=O)N1C(CCCC1)C(=O)O nitrosopiperidine-2-carboxylic acid